OC(C)CCC[C@@H](C)[C@H]1CC[C@H]2[C@@H]3CC[C@H]4CCCC[C@]4(C)[C@H]3CC[C@]12C 24-(1-hydroxyethyl)-5alpha-cholan